[Si](C1=CC=CC=C1)(C1=CC=CC=C1)(C(C)(C)C)OC[C@@H]1CC[C@@](N1C(=O)OC(C)(C)C)(C(=O)OC)CC(=C)CCl 1-(tert-butyl) 2-methyl (2S,5S)-5-(((tert-butyldiphenylsilyl)oxy) methyl)-2-(2-(chloromethyl)allyl)pyrrolidine-1,2-dicarboxylate